(1aR,5aR)-2-(4-Chloro-pyridin-2-yl)-1a,2,5,5a-tetrahydro-1H-2,3-diaza-cyclopropa[a]pentalene-4-carboxylic acid (2-hydroxy-1-hydroxymethyl-1-methyl-ethyl)-amide OCC(C)(CO)NC(=O)C=1C=2C[C@@H]3[C@H](C2N(N1)C1=NC=CC(=C1)Cl)C3